FC1=CC=C2C=C(C=NC2=C1F)C1=NC(SC2=C1C=CC(=C2F)C)(C)C 4-(7,8-difluoro-3-quinolyl)-8-fluoro-2,2,7-trimethyl-1,3-benzothiazine